N-(4-(4-(2,6-dioxopiperidin-3-yl)phenoxy)butyl)-4-((4-(1-propyl-1H-pyrazol-4-yl)-7H-pyrrolo[2,3-d]pyrimidin-2-yl)amino)benzamide O=C1NC(CCC1C1=CC=C(OCCCCNC(C2=CC=C(C=C2)NC=2N=C(C3=C(N2)NC=C3)C=3C=NN(C3)CCC)=O)C=C1)=O